C(#N)C1=C(C2=C(CN(C[C@H]2C2=C(C(=CC=C2)F)C=2C(=NN(C2)C)C(F)(F)F)C(=O)OC(C)(C)C)S1)C tert-butyl (S)-2-cyano-4-(3-fluoro-2-(1-methyl-3-(trifluoromethyl)-1H-pyrazol-4-yl)phenyl)-3-methyl-4,7-dihydrothieno[2,3-c]pyridine-6(5H)-carboxylate